bis(dimethylamino)(isopropoxy)(methylcyclopentadienyl)hafnium CN(C)[Hf](C1(C=CC=C1)C)(OC(C)C)N(C)C